ClC1=C(C=2N(C=C1)C=NC2S(=O)(=O)NCC=2N=NN(C2)CC=2N=C1N(C=C(C=C1)C1CC1)C2)F 7-chloro-N-((1-((6-cyclopropylimidazo[1,2-a]pyridin-2-yl)methyl)-1H-1,2,3-triazol-4-yl)methyl)-8-fluoroimidazo[1,5-a]pyridine-1-sulfonamide